n-Octylisocyanat C(CCCCCCC)N=C=O